tert-Butyl 2-(6-(dimethylcarbamoyl)-3-iodo-5-(2-methylpyrimidin-5-yl)-1H-indazol-1-yl)acetate CN(C(=O)C1=C(C=C2C(=NN(C2=C1)CC(=O)OC(C)(C)C)I)C=1C=NC(=NC1)C)C